(1S,3R)-4'-Chloro-5'-(3-(4-(cyanomethyl)-3-methylpyridin-2-yl)-2-fluorophenyl)-3-methyl-1',2'-dihydrospiro[cyclopentane-1,3'-pyrrolo[2,3-b]pyridine]-3-carbonitrile ClC1=C2C(=NC=C1C1=C(C(=CC=C1)C1=NC=CC(=C1C)CC#N)F)NC[C@@]21C[C@@](CC1)(C#N)C